BrC=1C=NC=2N(C1)N=C(C2)C 6-bromo-2-methylpyrazolo[1,5-a]pyrimidine